4-ethylpiperidine-1,4-dicarboxylic acid-1-tert-butyl ester C(C)(C)(C)OC(=O)N1CCC(CC1)(C(=O)O)CC